1-(6-(4-chloro-2-(4-((2-(dimethylamino)ethyl)(methyl)amino)phenyl)-1H-pyrrolo[2,3-b]pyridin-3-yl)-2H-benzo[b][1,4]oxazin-4(3H)-yl)prop-2-en-1-one ClC1=C2C(=NC=C1)NC(=C2C2=CC1=C(OCCN1C(C=C)=O)C=C2)C2=CC=C(C=C2)N(C)CCN(C)C